The molecule is a phosphate monoester that is 1,3-dihydroxypentane-2,4-dione carrying a phospho at position 1. It has a role as a bacterial metabolite. It is a beta-diketone, a secondary alcohol, a phosphate monoester, a methyl ketone and a secondary alpha-hydroxy ketone. It is a conjugate acid of a 3-hydroxy-2,4-dioxopentyl phosphate(2-). CC(=O)C(C(=O)COP(=O)(O)O)O